(R)-3-(2-acetyl-7-chloro-1,2,3,4-tetrahydroisoquinolin-5-yl)morpholine C(C)(=O)N1CC2=CC(=CC(=C2CC1)[C@H]1NCCOC1)Cl